behenyl-trimethoxysilane C(CCCCCCCCCCCCCCCCCCCCC)[Si](OC)(OC)OC